FC(C1=CC=C(NC2=NN3C(CN(CC3)C(=O)OC(C)(C)C)=C2)C=C1)(F)F.[Ar] argon tert-butyl 2-[4-(trifluoromethyl)anilino]-6,7-dihydropyrazolo[1,5-a]pyrazine-5(4H)-carboxylate